3-((S)-2-hydroxy-3-((R)-8-(3-methyl-1H-pyrazolo[3,4-b]pyridin-5-ylsulfonyl)-1-oxa-8-azaspiro[4.5]decan-3-ylamino)propoxy)-N-methylbenzenesulfonamide O[C@H](COC=1C=C(C=CC1)S(=O)(=O)NC)CN[C@H]1COC2(C1)CCN(CC2)S(=O)(=O)C=2C=C1C(=NC2)NN=C1C